BrC=1C=C(C(=NC1)N1CCN(CC1)C(=O)OC(C)(C)C)C Tert-butyl 4-(5-bromo-3-methylpyridin-2-yl)piperazine-1-carboxylate